2-(trimethylsilyl)ethyl 3-((4-((5-(4-(((tert-butoxycarbonyl)amino)methyl)-4-methylpiperidin-1-yl)-6-(hydroxymethyl)pyrazin-2-yl)thio)-3-chloropyridin-2-yl)amino)azetidine-1-carboxylate C(C)(C)(C)OC(=O)NCC1(CCN(CC1)C=1N=CC(=NC1CO)SC1=C(C(=NC=C1)NC1CN(C1)C(=O)OCC[Si](C)(C)C)Cl)C